CC1=CC=CC(=N1)C=1C=C(C=CC1)C1=CC(=NC(=C1)N1C2=CC=C(C=C2C=2C=C(C=CC12)C1=CC=CC=C1)C1=CC=CC=C1)N1C2=CC=C(C=C2C=2C=C(C=CC12)C1=CC=CC=C1)C1=CC=CC=C1 9,9'-(4-(3-(6-methylpyridin-2-yl)phenyl)pyridine-2,6-diyl)bis(3,6-diphenyl-9H-carbazole)